tert-butyl (R)-(1-(6-(1-aminocyclopropyl)pyridazin-3-yl)piperidin-3-yl)(cyclobutylmethyl)carbamate NC1(CC1)C1=CC=C(N=N1)N1C[C@@H](CCC1)N(C(OC(C)(C)C)=O)CC1CCC1